OCC1=CC(=NN1)NC1=NC(=C2C=CC=NC2=C1)NC1C2CC3(CC(CC1C3)C2)O trans-4-[[7-[[5-(hydroxymethyl)-1H-pyrazol-3-yl]amino]-1,6-naphthyridin-5-yl]amino]adamantan-1-ol